4-iodo-N-[(4-methoxyphenyl)methyl]-6-(trifluoromethyl)pyridin-2-amine IC1=CC(=NC(=C1)C(F)(F)F)NCC1=CC=C(C=C1)OC